1-(5-(((2S,4R)-1-(cycloheptylmethyl)-2-methylpiperidin-4-yl)methyl)pyrazolo[1,5-a]pyridin-3-yl)dihydropyrimidine-2,4(1H,3H)-dione C1(CCCCCC1)CN1[C@H](C[C@@H](CC1)CC1=CC=2N(C=C1)N=CC2N2C(NC(CC2)=O)=O)C